C1[C@@H]([C@H](O[C@H]1N2C=NC3=CN=CN=C32)CO)O The molecule is a purine 2'-deoxyribonucleoside in which a 2-deoxy-beta-D-ribofuranosyl residue is attached at position 9 of 9H-purine via a glycosidic linkage. It is a purine 2'-deoxyribonucleoside and a purines 2'-deoxy-D-ribonucleoside.